6-(benzyloxy)-5',6'-dihydro-[2,4'-bipyridine]-1'(2'H)-carboxylic acid benzyl ester C(C1=CC=CC=C1)OC(=O)N1CC=C(CC1)C1=NC(=CC=C1)OCC1=CC=CC=C1